C(C)(C)(C)OC(=O)NCC(=O)O[C@H](CN(C(C1=CN=CC(=C1)C#CC1=NN(N=C1)C)=O)C)CC1=CC=CC=C1 (S)-1-(N-methyl-5-((2-methyl-2H-1,2,3-triazol-4-yl)ethynyl)nicotinamido)-3-phenylpropan-2-yl 2-((tert-butoxycarbonyl)-amino)acetate